2-(4-amino-6-oxopyridazin-1-yl)-N-methyl-N-(2,2,2-trifluoroethyl)propanamide NC=1C=NN(C(C1)=O)C(C(=O)N(CC(F)(F)F)C)C